OC1C(CC12CCN(CC2)C(=O)C2CC(N(C2)C)=O)C2N1C(C=3C=CC=CC23)=CN=C1 4-[3-hydroxy-2-(5H-imidazo[1,5-b]isoindol-5-yl)-7-azaspiro[3.5]nonane-7-carbonyl]-1-methyl-pyrrolidin-2-one